1-(3-(trifluoromethyl)benzyl)-3-((1r,3r)-3-(trifluoromethyl)cyclobutyl)urea FC(C=1C=C(CNC(=O)NC2CC(C2)C(F)(F)F)C=CC1)(F)F